FC1=C(C=CC(=C1)F)NC1=CC=C2C(=NNC2=C1)NC(C1=CC=C(C=C1)C1CCN(CC1)C)=O N-(6-((2,4-difluorophenyl)amino)-1H-indazol-3-yl)-4-(1-methylpiperidin-4-yl)benzamide